8-(2-chlorophenyl)-9-(4-chlorophenyl)-2-(3-methylpyrazol-1-yl)-6-[4-(trifluoromethyl)-1-piperidinyl]purine ClC1=C(C=CC=C1)C=1N(C2=NC(=NC(=C2N1)N1CCC(CC1)C(F)(F)F)N1N=C(C=C1)C)C1=CC=C(C=C1)Cl